3-chloro-5-nitro-2-(1,2,3-triazol-2-yl)pyridine ClC=1C(=NC=C(C1)[N+](=O)[O-])N1N=CC=N1